6-(difluoromethyl)-2-methoxypyridin-3-amine FC(C1=CC=C(C(=N1)OC)N)F